tetradecoxyethyl acrylate C(C=C)(=O)OCCOCCCCCCCCCCCCCC